4-chloro-6-methyl-2-(4-pyridinyl)pyrimidine ClC1=NC(=NC(=C1)C)C1=CC=NC=C1